6-(4-methoxytetrahydro-2H-pyran-4-yl)quinoline-4-carboxylic acid COC1(CCOCC1)C=1C=C2C(=CC=NC2=CC1)C(=O)O